FC1=C(C(=O)N([C@H]2CNCCC2)C2=NC=CC3=C2C=C(S3)C3=CC(=CC=C3)C=3OC=CN3)C=CC(=C1)N1N=NC=3C1=NC=CC3 2-fluoro-N-[2-(3-oxazol-2-ylphenyl)thieno[3,2-c]pyridin-4-yl]-N-[(3R)-3-piperidyl]-4-(triazolo[4,5-b]pyridin-3-yl)benzamide